FC(C(=O)O)(F)F.C[C@@H]1NCC1 (S)-2-methylazetidine trifluoroacetate salt